(S)-3-methoxy-N-(6-(4-(1-methoxypropan-2-yl)-4H-1,2,4-triazol-3-yl)pyridin-2-yl)-1-methyl-1H-pyrazole-4-carboxamide COC1=NN(C=C1C(=O)NC1=NC(=CC=C1)C1=NN=CN1[C@H](COC)C)C